CC=1SC(=CC1Br)C(OCC)OCC 2-methyl-5-(diethoxymethyl)-3-bromothiophene